tert-butyl 4-(2-(((2S)-1-(7,7-difluoro-2-((S)-2-methylazetidin-1-yl)-6,7-dihydro-5H-cyclopenta[d]pyrimidine-4-yl)-2-methylazetidin-3-yl)oxy)acetyl)piperazine-1-carboxylate FC1(CCC2=C1N=C(N=C2N2[C@H](C(C2)OCC(=O)N2CCN(CC2)C(=O)OC(C)(C)C)C)N2[C@H](CC2)C)F